NC=1C2=C(N=CN1)N(C=C2Br)[C@H]2[C@@H]([C@@H]([C@H](C2)C2=CC(=CC=C2)CCNCC21CC(C2)(C1)F)O)O (1R,2S,3R,5R)-3-{4-amino-5-bromo-7H-pyrrolo[2,3-d]pyrimidin-7-yl}-5-(3-{2-[({3-fluorobicyclo[1.1.1]pentan-1-yl}methyl)amino]ethyl}phenyl)cyclopentane-1,2-diol